BrC1=C(C=CC(=N1)OCC1=C(C=C(C#N)C=C1)CCO)F 4-[(6-bromo-5-fluoro-2-pyridyl)oxymethyl]-3-(2-hydroxyethyl)benzonitrile